2-((azepan-4-ylthio)methyl)-7-(cyclopentylamino)quinazolin-4(3H)-one N1CCC(CCC1)SCC1=NC2=CC(=CC=C2C(N1)=O)NC1CCCC1